(S)-2-bromo-5,6-dihydro-[1,1'-biphenyl]-3(4H)-ol BrC1=C(CCC[C@@H]1O)C1=CC=CC=C1